C(C=C)(=O)OCCCCCCN1C(=C(C2=CC=CC=C12)C=C(C#N)C#N)C1=CC=CC=C1 1-(6-acryloyloxyhexyl)-2-phenyl-3-(2,2-dicyanovinyl)indole